N-(5-(tert-butyl)pyridin-3-yl)-6-(pyrazolo[1,5-a]pyrazine-3-carbonyl)-4,5,6,7-tetrahydrothieno[2,3-c]pyridine-3-carboxamide C(C)(C)(C)C=1C=C(C=NC1)NC(=O)C1=CSC=2CN(CCC21)C(=O)C=2C=NN1C2C=NC=C1